FC1=C(C=CC(=C1)[N+](=O)[O-])C=1C(=NC=CC1)C=1N=NN(N1)C (2-fluoro-4-nitrophenyl)-2-(2-methyltetrazol-5-yl)pyridine